2-methylene-4-oxo-4-((1-(5-(trifluoromethyl)pyridin-2-yl)cyclobutyl)amino)butanoic acid C=C(C(=O)O)CC(NC1(CCC1)C1=NC=C(C=C1)C(F)(F)F)=O